ClC1=NC=C(C(=N1)N1C=C(C=C1)C(=O)O)Cl 1-(2,5-Dichloropyrimidin-4-yl)-1H-pyrrole-3-carboxylic acid